tert-butyl 4-[4-cyclopropyl-3-[(8-fluoro-2-methyl-imidazo[1,2-a]pyridin-6-yl)amino]-1-tetrahydropyran-2-yl-indazol-6-yl]piperazine-1-carboxylate C1(CC1)C1=C2C(=NN(C2=CC(=C1)N1CCN(CC1)C(=O)OC(C)(C)C)C1OCCCC1)NC=1C=C(C=2N(C1)C=C(N2)C)F